FC(C1=C(C=CC(=C1)C(F)(F)F)N1N=CC(=C1)NC(=O)C1=NOC(=C1)C=1SC=CC1)(F)F N-(1-(2,4-bis(trifluoromethyl)phenyl)-1H-pyrazol-4-yl)-5-(thiophen-2-yl)isoxazole-3-carboxamide